C(C)(C)C=C(C1=CC=CC=C1)C isopropyl-α-methylstyrene